FC=1C=C(CN2C=CC=3C2=CC=C2C(=NC(=NC32)N)N)C=CC1C(F)(F)F 7-(3-fluoro-4-(trifluoromethyl)benzyl)-7H-pyrrolo[2,3-h]quinazoline-2,4-diamine